N(=[N+]=[N-])C(C)C1=C(C(=O)NC(C)(C)C)C=CC=C1 2-(1-Azidoethyl)-N-(tert-butyl)benzamide